tert-butyl (tert-butoxycarbonyl)(6-(chloromethyl)-1,2,4-triazin-3-yl)carbamate C(C)(C)(C)OC(=O)N(C(OC(C)(C)C)=O)C=1N=NC(=CN1)CCl